2-amino-N-((1R,4R)-4-hydroxycyclohexyl)-5-(4-((1R,5S)-3-(1-(methylsulfonyl)piperidin-4-yl)-3-azabicyclo[3.1.0]Hex-1-yl)phenyl)nicotinamide NC1=C(C(=O)NC2CCC(CC2)O)C=C(C=N1)C1=CC=C(C=C1)[C@@]12CN(C[C@H]2C1)C1CCN(CC1)S(=O)(=O)C